(R)-2-methyl-N-(5-(5-methyl-oxazol-2-yl)-2,3-dihydro-1H-inden-1-yl)isonicotinamide methylenebis(4,6-di-tert-butylphenyl)octyl-phosphite C=C(CCCCCCC(C1=CC=C(C=C1C(C)(C)C)C(C)(C)C)C1=CC=C(C=C1C(C)(C)C)C(C)(C)C)P(O)(O)O.CC=1C=C(C(=O)N[C@@H]2CCC3=CC(=CC=C23)C=2OC(=CN2)C)C=CN1